CNC1CN(CC1)C=1N=NC(=CN1)C1=C(C=C(C=C1)C=1C=NN(C1)C)O 2-{3-[3-(methylamino)pyrrolidin-1-yl]-1,2,4-triazin-6-yl}-5-(1-methyl-1H-pyrazol-4-yl)phenol